C[SiH](O[SiH2]O[SiH3])C methyl-methyltrisiloxane